COC(=O)C1=CC2=C(N(C=N2)C)C=C1 1-Methyl-1H-benzo[d]imidazole-5-carboxylic acid methyl ester